FC=1C(=NC=C(C1)NC([C@@H]1N(CCC1)C(NC1=CC=C(C=C1)C(C)C)=O)=O)C1=CC=C(C(=O)O)C=C1 4-{3-Fluoro-5-[(1-{[4-(propan-2-yl)phenyl]carbamoyl}-D-prolyl)amino]pyridin-2-yl}benzoic acid